3-(benzo[D][1,3]dioxan-5-yl)-N-((5-(6-fluoropyridin-3-yl)thiophen-2-yl)methyl)propanamide strontium (Z)-1-(bis(2-ethoxyethyl)amino)-3,3-dimethylbut-1-en-2-olate C(C)OCCN(\C=C(\C(C)(C)C)/[O-])CCOCC.[Sr+2].O1COCC2=C1C=CC=C2CCC(=O)NCC=2SC(=CC2)C=2C=NC(=CC2)F.C(C)OCCN(CCOCC)\C=C(\C(C)(C)C)/[O-]